O[C@@H]1C[C@H](N(C1)C([C@H](C(C)(C)C)NC(OC(C)(C)C)=O)=O)C(NC(CO)C1=CC=C(C=C1)C1=C(N=CS1)C)=O tert-butyl ((2S)-1-((2S,4R)-4-hydroxy-2-((2-hydroxy-1-(4-(4-methylthiazol-5-yl)phenyl)ethyl)carbamoyl)pyrrolidin-1-yl)-3,3-dimethyl-1-oxobutan-2-yl)carbamate